(2S)-2-hydroxy-1-((3aR,5R,6aS)-5-((5-(5-(6-hydroxy-2-oxaspiro[3.4]octan-6-yl)-thiazol-2-yl)-1H-pyrrolo[2,3-b]pyridin-4-yl)amino)hexahydrocyclopenta[c]pyrrol-2(1H)-yl)-propan-1-one O[C@H](C(=O)N1C[C@@H]2[C@H](C1)CC(C2)NC2=C1C(=NC=C2C=2SC(=CN2)C2(CC3(COC3)CC2)O)NC=C1)C